4-(4-(((3-Isopropyl-2-(2-methylpyridin-4-yl)-1H-indol-5-yl)oxy)methyl)phenyl)morpholin C(C)(C)C1=C(NC2=CC=C(C=C12)OCC1=CC=C(C=C1)N1CCOCC1)C1=CC(=NC=C1)C